3-bromo-2-chloro-6,7,8,9-tetrahydro-5H-pyrido[3,2-b]indol-8-ol BrC1=CC=2NC=3CCC(CC3C2N=C1Cl)O